C(C)(C)(C)OC(=O)N1CC=CC(C1)(F)F 5,5-difluoro-5,6-dihydropyridine-1(2H)-carboxylic acid tert-butyl ester